bis(butylimino)tungsten (VI) C(CCC)N=[W+2]=NCCCC